(S)-2-amino-3-(4-(4-((5-chloro-3'-methoxy-[1,1'-biphenyl]-2-yl)methoxy)thieno[3,2-d]pyrimidine-7-yl)phenyl)propionic acid hydrochloride Cl.N[C@H](C(=O)O)CC1=CC=C(C=C1)C1=CSC2=C1N=CN=C2OCC2=C(C=C(C=C2)Cl)C2=CC(=CC=C2)OC